C(C)OC(C(C1=C(C(=CC=C1)C)C1CCC(CC1)OC(F)(F)F)Br)=O.NCCCC(=O)C=1C=NC(=CC1)C 4-amino-1-(6-methylpyridin-3-yl)butan-1-one Ethyl-2-bromo-2-(3-methyl-2-((1r,4r)-4-(trifluoromethoxy)cyclohexyl)phenyl)acetate